NC=1C=C(C=C2C=C(N=CC12)NC(=O)C1CC1)C1=C2C(=CN=C1)NC(C2)C N-(8-amino-6-(2-methyl-2,3-dihydro-1H-pyrrolo[2,3-c]pyridin-4-yl)isoquinolin-3-yl)cyclopropanecarboxamide